7-bromo-3-(difluoromethyl)-3H-imidazo[4,5-c]pyridine BrC=1C2=C(C=NC1)N(C=N2)C(F)F